C(C)(C)(C)C1=NOC(=N1)C(=O)NCC1=C(C=C(C=C1)C1=C2C(=NC=C1)NC(=N2)C2=CC(=CC=C2)NC(C(C)Cl)=O)F 3-(tert-Butyl)-N-(4-(2-(3-(2-chloropropanamido)phenyl)-3H-imidazo[4,5-b]pyridin-7-yl)-2-fluorobenzyl)-1,2,4-oxadiazole-5-carboxamide